i-butyl-3-methylimidazolium trifluoromethanesulfonate FC(S(=O)(=O)[O-])(F)F.C(C(C)C)C=1NC=C[N+]1C